N-[2-(2,4-dichlorophenyl)-2-fluoro-ethyl]-2-methyl-5-(3-methylphenoxy)pyridine ClC1=C(C=CC(=C1)Cl)C(CN1C(C=CC(=C1)OC1=CC(=CC=C1)C)C)F